benzyl (S)-4-(6-methyl-2-((1-methylpyrrolidin-2-yl)methoxy)-7-(naphthalen-1-yl)-8-oxo-7,8-dihydropyrimido[5,4-d]pyrimidin-4-yl)piperazine-1-carboxylate CC=1N(C(C=2N=C(N=C(C2N1)N1CCN(CC1)C(=O)OCC1=CC=CC=C1)OC[C@H]1N(CCC1)C)=O)C1=CC=CC2=CC=CC=C12